FC1=CC=C(COC=2C=C(C=O)C=CC2)C=C1 3-((4-fluorobenzyl)oxy)benzaldehyde